[1-(2-trifluoromethyl-pyridin-4-yl)-pyrrolidin-3(R)-yl]-methanone hydrochloride Cl.FC(C1=NC=CC(=C1)N1C[C@@H](CC1)C=O)(F)F